C1(=CC=CC=C1)CS(=O)(=O)NC1=C(C(=C(C=C1F)OC1=NC=CC=C1C1=NC(=NC=C1)N[C@@H]1CNCCC1)F)F (S)-1-phenyl-N-(2,3,6-trifluoro-4-((3-(2-(piperidin-3-ylamino)pyrimidin-4-yl)pyridin-2-yl)oxy)phenyl)methanesulfonamide